4-benzyl-N-(1-(2-(methyl(2-(p-tolyloxy)ethyl)amino)-2-oxoethyl)-1H-pyrazol-4-yl)morpholine-2-carboxamide C(C1=CC=CC=C1)N1CC(OCC1)C(=O)NC=1C=NN(C1)CC(=O)N(CCOC1=CC=C(C=C1)C)C